ClC1=C(C=2N=C(N=C(C2C(=N1)OC)N1CC2(CCC(C1)N2C(=O)OC(C)(C)C)COC([2H])([2H])[2H])SC)F Tert-butyl 3-(7-chloro-8-fluoro-5-methoxy-2-(methylthio) pyrido[4,3-d]pyrimidin-4-yl)-1-((methoxy-d3) methyl)-3,8-diazabicyclo[3.2.1]octane-8-carboxylate